N-(2-(1H-imidazol-1-yl)benzyl)-2-chloro-9-isopropyl-9H-purin-6-amine N1(C=NC=C1)C1=C(CNC2=C3N=CN(C3=NC(=N2)Cl)C(C)C)C=CC=C1